2,6-dibromo-4-(8,9,10,11-tetrahydro-3H-pyrrolo[3,2-a]phenanthridin-7-yl)phenol BrC1=C(C(=CC(=C1)C1=NC2=CC=C3C(=C2C=2CCCCC12)C=CN3)Br)O